(2-(Benzyloxy)-4-chloro-6-hydroxyphenyl)(6-(2-(dimethylamino)ethoxy)-3,4-dihydroisoquinolin-2(1H)-yl)methanone C(C1=CC=CC=C1)OC1=C(C(=CC(=C1)Cl)O)C(=O)N1CC2=CC=C(C=C2CC1)OCCN(C)C